isopropyl 2-(furan-2-ylmethylene)-4,4-dimethoxybutyrate O1C(=CC=C1)C=C(C(=O)OC(C)C)CC(OC)OC